methyl (Z)-2-azido-3-[4-bromo-2-(trifluoromethyl)phenyl]prop-2-enoate N(=[N+]=[N-])\C(\C(=O)OC)=C/C1=C(C=C(C=C1)Br)C(F)(F)F